NC1=C2C=NC(=NC2=CC(=C1F)C1=C(C2=C(OCCN2)N=C1)C)NC1=CC=C(C=C1)CCC#N 3-(4-{[5-amino-6-fluoro-7-(8-methyl-2,3-dihydro-1H-pyrido[2,3-b][1,4]oxazin-7-yl)quinazolin-2-yl]amino}phenyl)propane-nitrile